ClC=1C=C(C=CC1)[C@@H]1C[C@@H](C=2N1N=C(N2)S(=O)(=O)C2CC2)F (5s,7s)-5-(3-chlorophenyl)-2-cyclopropylsulfonyl-7-fluoro-6,7-dihydro-5H-pyrrolo[1,2-b][1,2,4]triazole